ethyl 2-((1R,3S)-1-(3-bromobenzyl)-3-(methylsulfonamido)cyclopentyl)-5-methyloxazole-4-carboxylate BrC=1C=C(C[C@]2(C[C@H](CC2)NS(=O)(=O)C)C=2OC(=C(N2)C(=O)OCC)C)C=CC1